C1(=CC=CC=C1)C1=NC(=NC(=N1)C1=CC=CC=C1)C1=C(C=C(C=C1)OCCC)O 2-(4,6-diphenyl-1,3,5-triazine-2-yl)-5-propyloxyphenol